C(C)N1\C(\C(C2=CC=CC=C12)(C)C)=C/1\C(=CCCC1)C=O 2-((E)-1-ethyl-3,3-dimethylindoline-2-ylidene)cyclohexene-1-carbaldehyde